((4-(furan-2-carbonyl)piperazin-1-yl)methyl)-5,7-dihydroxy-2-(4-hydroxyphenyl)-4H-benzopyran-4-one O1C(=CC=C1)C(=O)N1CCN(CC1)CC1=C(OC2=C(C1=O)C(=CC(=C2)O)O)C2=CC=C(C=C2)O